3-methylpiperazin-1-yl-prop-2-en-1-one CC1CN(CCN1)C(C=C)=O